C1(CCCCC1)CCC1NC(C=2C=CC(=NC2C1)O)=O 7-(2-cyclohexylethyl)-2-hydroxy-7,8-dihydro-1,6-naphthyridin-5(6H)-one